N[C@@H]1C2=CC=CC(N2CC12CCN(CC2)C2=NC(=C(N=C2)SC2=C(C(=NC=C2)N)Cl)N)=O (S)-1-amino-1'-(6-amino-5-((2-amino-3-chloropyridin-4-yl)thio)pyrazin-2-yl)-3H-spiro[indolizine-2,4'-piperidin]-5(1H)-one